3-((2,6-dichloro-2'-(trifluoromethoxy)-[1,1'-biphenyl]-4-yl) amino)-2-(4-(methylsulfonyl) phenyl)-3-oxopropyl methanesulfonate CS(=O)(=O)OCC(C(=O)NC1=CC(=C(C(=C1)Cl)C1=C(C=CC=C1)OC(F)(F)F)Cl)C1=CC=C(C=C1)S(=O)(=O)C